tert-butyl 2-{5-[(4-bromo-1-methylpyrazol-3-yl)oxy]-2-fluorophenyl}-2-oxoacetate BrC=1C(=NN(C1)C)OC=1C=CC(=C(C1)C(C(=O)OC(C)(C)C)=O)F